OC(=O)C(F)(F)F.CN1CCN(CC1)C1=CC=C(C=C1)NC=1N=CC2=C(N1)N(C(C=C2)=O)CCN2CCNCC2 2-((4-(4-methylpiperazin-1-yl)phenyl)amino)-8-(2-(piperazin-1-yl)ethyl)pyrido[2,3-d]pyrimidin-7(8H)-one TFA salt